4-[4-[6-(cyclopropylmethoxy)indol-1-yl]-2,6-difluoro-phenoxy]butyric acid C1(CC1)COC1=CC=C2C=CN(C2=C1)C1=CC(=C(OCCCC(=O)O)C(=C1)F)F